tert-Butyl (R)-4-(7-(4-cyanopyridin-2-yl)-5-(dimethylamino)-7H-pyrrolo[2,3-d]pyrimidin-4-yl)-2-methylpiperazine-1-carboxylate C(#N)C1=CC(=NC=C1)N1C=C(C2=C1N=CN=C2N2C[C@H](N(CC2)C(=O)OC(C)(C)C)C)N(C)C